ethyl 4-[(2R)-2-[(tert-butoxycarbonyl)amino]-4-{[(9H-fluoren-9-ylmethoxy)carbonyl] amino}butanamido]-1-methylimidazole-2-carboxylate C(C)(C)(C)OC(=O)N[C@@H](C(=O)NC=1N=C(N(C1)C)C(=O)OCC)CCNC(=O)OCC1C2=CC=CC=C2C=2C=CC=CC12